tert-butyl N-[2-[1-[1-(2,6-dibenzyloxy-3-pyridyl)-3-methyl-2-oxo-benzimidazol-5-yl]-4-piperidyl]ethyl]carbamate C(C1=CC=CC=C1)OC1=NC(=CC=C1N1C(N(C2=C1C=CC(=C2)N2CCC(CC2)CCNC(OC(C)(C)C)=O)C)=O)OCC2=CC=CC=C2